O[C@H]1C=2C=CC(=CC2CC[C@@H]1[C@H]1N2C(C3=CC=CC=C13)=CN=C2)C(=O)NC (5R,6R)-5-Hydroxy-6-((R)-5H-imidazo[5,1-a]isoindol-5-yl)-N-methyl-5,6,7,8-tetrahydronaphthalen-2-carboxamid